C1(CCC1)CN1N=C(C=2CCCCC12)C(=O)NC1=C(C=NC=C1)C 1-(cyclobutylmethyl)-N-(3-methylpyridin-4-yl)-4,5,6,7-tetrahydro-1H-indazole-3-carboxamide